5-chloro-2-(4-pyridinyl)-4-thiomorpholino-1H-pyrimidin-6-one ClC1=C(N=C(NC1=O)C1=CC=NC=C1)N1CCSCC1